C(C1=CC=CC=C1)OCN1C(N(N=C(C1=O)CC#N)C1=CC(=C(C(=C1)Cl)OC1=NNC(C(=C1)C(C)C)=O)Cl)=O 2-[4-[(benzyloxy)methyl]-2-[3,5-dichloro-4-[(5-isopropyl-6-oxo-1H-pyridazin-3-yl)oxy]-phenyl]-3,5-dioxo-1,2,4-triazin-6-yl]acetonitrile